4-(4-(cyclopent-1-en-1-yl)-3,5-dimethoxystyryl)thiazole C1(=CCCC1)C1=C(C=C(C=CC=2N=CSC2)C=C1OC)OC